F[C@@H]1C[C@@]2(CCCN2C1)COC=1N=C(C2=C(N1)C(=C(N=C2)C2=CC(=CC1=CC=C(C(=C21)C#C)F)O)F)N2CCOC1CC21 4-(2-{[(2R,7aS)-2-fluoro-hexahydro-1H-pyrrolizin-7a-yl]methoxy}-8-fluoro-4-{2-oxa-5-azabicyclo[4.1.0]heptan-5-yl}pyrido[4,3-d]pyrimidin-7-yl)-5-ethynyl-6-fluoronaphthalen-2-ol